2'-C-phosphocytidine P(=O)(O)(O)O[C@H]1[C@@H](O[C@@H]([C@H]1O)CO)N1C(=O)N=C(N)C=C1